tert-Butyl ((2R)-1-(6-azabicyclo[3.2.0]heptan-6-yl)-1-oxopropan-2-yl)carbamate C12CCCC2N(C1)C([C@@H](C)NC(OC(C)(C)C)=O)=O